2-(5-bromo-2-fluoro-phenyl)-2,2-difluoro-ethanol BrC=1C=CC(=C(C1)C(CO)(F)F)F